COC1=CC=C(C=C1)N(C1=CC=C(C=C1)OC)C1=CC=2C3(C4=CC(=CC=C4C2C=C1)N(C1=CC=C(C=C1)OC)C1=CC=C(C=C1)OC)C1=CC=CC=C1C=1C=CC=CC13 2,7-bis[N,N-bis(4-methoxy-phenyl)amino]-9,9-spirobifluorene